N1=C(C=CC=C1)SS[C@H]1[C@@H](COC1)O |r| (3RS,4RS)-4-(pyridin-2-yldisulfanyl)tetrahydrofuran-3-ol